5-fluoro-2-((1,1,1-trifluoropropan-2-yl)oxy)benzamide FC=1C=CC(=C(C(=O)N)C1)OC(C(F)(F)F)C